ClC1=NC(=CC(=N1)C(=O)NC1CCC(CC1)OC)N(C)C 2-chloro-6-(dimethylamino)-N-((1r,4r)-4-methoxycyclohexyl)pyrimidine-4-carboxamide